tert-butyl 4-[5-[1-[(2S,4R)-2-[[(1S)-1-(4-cyanophenyl)ethyl]carbamoyl]-4-hydroxy-pyrrolidine-1-carbonyl]-2-methyl-propyl]isoxazol-3-yl]piperazine-1-carboxylate C(#N)C1=CC=C(C=C1)[C@H](C)NC(=O)[C@H]1N(C[C@@H](C1)O)C(=O)C(C(C)C)C1=CC(=NO1)N1CCN(CC1)C(=O)OC(C)(C)C